3-methyl-3-hydroxyglutaryl-CoA CC(CC(=O)SCCNC(CCNC([C@@H](C(COP(OP(OC[C@@H]1[C@H]([C@H]([C@@H](O1)N1C=NC=2C(N)=NC=NC12)O)OP(=O)(O)O)(=O)O)(=O)O)(C)C)O)=O)=O)(CC(=O)O)O